C(C)(C)NC(O[C@H]1CO[C@@H](C1)C=1C=NC(=NC1)N[C@H]1[C@@H](CCCC1)O)=O.C(C(=C)C)(=O)OCCC[Si](O[Si](CCCOC(C(=C)C)=O)(O[Si](C)(C)C)O[Si](C)(C)C)(O[Si](C)(C)C)O[Si](C)(C)C 1,3-BIS(3-METHACRYLOXYPROPYL)TETRAKIS(TRIMETHYLSILOXY) DISILOXANE (3R,5S)-5-(2-{[(1R,2R)-2-hydroxycyclohexyl]amino}pyrimidin-5-yl)oxolan-3-yl N-isopropylcarbamate